FC(CN1[C@@H](C2NC3=CC=CC=C3C2C[C@H]1C)C1=CC=C(C=C1)OC1CN(C1)CCC)(C)C (1R,3R)-2-(2-fluoro-2-methylpropyl)-3-methyl-1-(4-((1-propylazetidin-3-yl)oxy)phenyl)-2,3,4,4a,9,9a-hexahydro-1H-pyrido[3,4-b]indole